C1=C(C=CC2=CC=CC=C12)C=1C2=CC=CC=C2C(=C2C=CC(=CC12)C1=CC=C(C=C1)C1C(C=2C=CC3=CC=CC=C3C2C=C1)C1=CC=CC=C1)C1=CC2=CC=CC=C2C=C1 2-(4-(9,10-di(naphthalen-2-yl)anthracen-2-yl)phenyl)-1-phenyl-1H-phenanthren